((1R,3R,4S,5S)-3-acetoxy-5-phenethoxy-4-pivalamidocyclohexyl)methyl acetate C(C)(=O)OC[C@H]1C[C@H]([C@H]([C@H](C1)OCCC1=CC=CC=C1)NC(C(C)(C)C)=O)OC(C)=O